1-((2R,4S)-4-((1-isopropyl-6-((5-methylthiazol-2-yl)amino)-1H-pyrrolo[3,2-c]pyridin-4-yl)oxy)-2-methylpyrrolidin-1-yl)prop-2-en-1-one C(C)(C)N1C=CC=2C(=NC(=CC21)NC=2SC(=CN2)C)O[C@H]2C[C@H](N(C2)C(C=C)=O)C